C(C)N1C(=[N+](CC1)CCO)C=CCCCCCCCCCCCCCCC 1-ethyl-2-(heptadecenyl)-4,5-dihydro-3-(2-hydroxyethyl)-1H-imidazolium